C(CCCCCCCCCCCCC)(=O)C(OP(OC[C@@H](CO)OC(CCCCCCCCCCCCCCC)=O)(=O)[O-])C[N+](C)(C)C myristoyl-2-palmitoyl-sn-glycero-3-phosphocholine